2'-O,4'-C-methylene-alpha-L-ribofuranosyl-Guanosine 5'-diphosphate P(O)(=O)(OP(=O)(O)O)OC[C@]12[C@H]([C@H]([C@@](O1)(N1C=NC=3C(=O)NC(N)=NC13)[C@H]1[C@@H](O)[C@@H](O)[C@@H](O1)CO)OC2)O